N[C@H](C(=O)OC)CC1=CC=C(C=C1)N1C(N(C2=C(C1=O)CCOC2)C)=O methyl (S)-2-amino-3-(4-(1-methyl-2,4-dioxo-1,2,4,5,6,8-hexahydro-3H-pyrano[3,4-d]pyrimidin-3-yl)phenyl)propanoate